C(C)C(C(=O)OCC)C(C(=O)OCC)CC diethyl 2,3-diethylsuccinate